4-((1-(6-cyclopropyl-imidazo[1,2-a]pyridin-2-yl)ethyl)amino)-2-nitrobenzenesulfonamide C1(CC1)C=1C=CC=2N(C1)C=C(N2)C(C)NC2=CC(=C(C=C2)S(=O)(=O)N)[N+](=O)[O-]